C1(=CC=CC=C1)NCC1=C2C=CC=NC2=C(C=C1)O 5-[(phenylamino)methyl]-8-hydroxyquinoline